(R)-N-(3-aminopropyl)-N-((2'-ethoxy-5-(4-(6-ethoxy-2-(trifluoromethyl)nicotinoyl)-2-ethylpiperazin-1-yl)-[2,3'-bipyridin]-6-yl)methyl)-2-nitrobenzenesulfonamide NCCCN(S(=O)(=O)C1=C(C=CC=C1)[N+](=O)[O-])CC1=C(C=CC(=N1)C=1C(=NC=CC1)OCC)N1[C@@H](CN(CC1)C(C1=C(N=C(C=C1)OCC)C(F)(F)F)=O)CC